ClC=1C(=CC=C2C=CC=C(C12)C=1C=CC2=C(N=C(N=C2N2C[C@@H](N(CC2)C(C(=C)F)=O)CC#N)OCC23CCCN3CCC2)N1)F (S)-2-(4-(7-(8-chloro-7-fluoronaphthalen-1-yl)-2-((tetrahydro-1H-pyrrolizin-7a(5H)-yl)methoxy)pyridino[2,3-d]pyrimidin-4-yl)-1-(2-fluoroacryloyl)piperazin-2-yl)acetonitrile